ClC=1C(=NC2=CC(=C(N=C2C1N[C@H](C)C1=C(C=CC=C1)F)C=1C=NC(=CC1)P(=O)(C)C)F)C 3-chloro-6-[6-(dimethylphosphoryl)pyridin-3-yl]-7-fluoro-N-[(1R)-1-(2-fluorophenyl)ethyl]-2-methyl-1,5-naphthyridin-4-amine